CN1CCC(CC1)CCCN1N=CC=C1C(=O)OC methyl 1-(3-(1-methylpiperidin-4-yl)propyl)-1H-pyrazole-5-carboxylate